C1(CCCCC1)CN1C(N(C2=C1C=CC(=C2)S(=O)(=O)NC2(CC2)C)C)=O 1-(cyclohexylmethyl)-3-methyl-N-(1-methylcyclopropyl)-2-oxo-benzimidazole-5-sulfonamide